N1=C(C=CC=C1)CC(C)N (pyridin-2-yl)propan-2-amine